N1=CC(=CC=C1)C=1SC=C(N1)C(=O)N1CCC(CC1)CCCCNC(=O)C=1C=CC=2N(C1)C=CN2 N-[4-(1-{[2-(pyridin-3-yl)-1,3-thiazol-4-yl]carbonyl}piperidin-4-yl)butyl]imidazo[1,2-a]pyridine-6-carboxamide